N-(1,3,4-trihydroxyoctadecan-2-yl)stearamide OCC(C(C(CCCCCCCCCCCCCC)O)O)NC(CCCCCCCCCCCCCCCCC)=O